(Z)-N-(3-cyclopropyl-1,4,8-triphenyl-7-oxa-1,2-diazaspiro[4.4]nona-2,8-dien-6-ylidene)-4-methylbenzenesulfonamide C1(CC1)C1=NN(C2(C1C1=CC=CC=C1)/C(/OC(=C2)C2=CC=CC=C2)=N/S(=O)(=O)C2=CC=C(C=C2)C)C2=CC=CC=C2